dimethyloctadecyl-[3-methyldimethoxysilylpropyl]ammonium chloride [Cl-].C[N+](CCC[Si](OC)(OC)C)(CCCCCCCCCCCCCCCCCC)C